OC1=C(C=CC(=C1)C(CCCCCC)(C)C)C1=CNC2=CC=CC=C12 (-)-cis-3-[2-hydroxy-4-(1,1-dimethylheptyl)phenyl]indole